CC=1NNC(C1C=O)=O 3-METHYL-5-OXO-3-PYRAZOLIN-4-CARBALDEHYDE